ClC=1C(N(C=CC1N[C@@H]1C[C@@H](CN(C1)C)C1=CC=C(C(=O)N2CCC3(CC2)CCC(CC3)C3=CC=C(C=C3)C3C(NC(CC3)=O)=O)C=C1)C)=O 3-[4-[3-[4-[(3R,5R)-5-[(3-chloro-1-methyl-2-oxo-4-pyridyl)amino]-1-methyl-3-piperidyl]benzoyl]-3-azaspiro[5.5]undecan-9-yl]phenyl]piperidine-2,6-dione